NC1=C2C(N(C(C2=C(C=C1)F)=O)C(CS(=O)(=O)C)C1=NC(=C(C=C1)OC)OCC)=O 4-amino-2-(1-(6-ethoxy-5-methoxypyridin-2-yl)-2-(methylsulfonyl)ethyl)-7-fluoroisoindoline-1,3-dione